ClC1=C2C(=NC=C1C=1C=C(C=CC1)N1C(CN(CC1)CCOC1CCN(CC1)C=1C=C3C(N(C(C3=CC1F)=O)C1C(NC(CC1)=O)=O)=O)=O)NC=C2CC 5-(4-(2-(4-(3-(4-chloro-3-ethyl-1H-pyrrolo[2,3-b]pyridin-5-yl)phenyl)-3-oxopiperazin-1-yl)ethoxy)piperidin-1-yl)-2-(2,6-dioxopiperidin-3-yl)-6-fluoroisoindoline-1,3-dione